CC1(C2(C(C(C1CC2)=O)=O)C(=O)O)C 7,7-dimethyl-2,3-dioxobicyclo[2.2.1]heptane-1-carboxylic acid